(6-ethoxypyrazin-2-yl)-2-oxopiperazine-1-carboxylic acid nitrophenyl ester [N+](=O)([O-])C1=C(C=CC=C1)OC(=O)N1C(C(NCC1)C1=NC(=CN=C1)OCC)=O